(4-morpholinebenzyl-phenyl)butanone N1(CCOCC1)C1=CC=CC=C1CC1=CC=C(C=C1)CC(CC)=O